4-Chloro-6-((1S,7S)-2,2-difluoro-7-hydroxycycloheptyl)-2-(methylthio)-6,7-dihydro-5H-pyrrolo[3,4-d]pyrimidin-5-one ClC=1C2=C(N=C(N1)SC)CN(C2=O)[C@@H]2C(CCCC[C@@H]2O)(F)F